[F-].C(CCC)[N+]1=CC=C(C=C1)CC 1-Butyl-4-ethylpyridinium fluorid